2-Amino-N-(2-(2-(3-methoxy-3-oxopropoxy)ethoxy)ethyl)-N,N-dimethylethanaminium chloride hydrochloride Cl.[Cl-].NCC[N+](C)(C)CCOCCOCCC(=O)OC